4-(5-(5-fluoro-2-methoxypyridin-4-yl)-1-((2-(trimethylsilyl)ethoxy)methyl)-1H-pyrazole-3-carbonyl)-4-azaspiro[2.5]octane FC=1C(=CC(=NC1)OC)C1=CC(=NN1COCC[Si](C)(C)C)C(=O)N1C2(CC2)CCCC1